C1(CC1)C1=NC(=CC(=C1)C1=NC(=C(C(=C1)N(C)CC1(CCCC1)COC)N)N)C(F)(F)F 2'-Cyclopropyl-N4-{[1-(methoxymethyl)cyclopentyl]methyl}-N4-methyl-6'-(trifluoromethyl)[2,4'-bipyridin]-4,5,6-triamine